1-[3-(hydroxyethyl)-6-[6-(6-methylpyridazin-3-yl)oxybenzimidazol-1-yl]-2-pyridyl]-5-methyl-pyrazole-3-carbonitrile OCCC=1C(=NC(=CC1)N1C=NC2=C1C=C(C=C2)OC=2N=NC(=CC2)C)N2N=C(C=C2C)C#N